Tert-butyl 2-(2-oxohexadecanoylamino)acetate O=C(C(=O)NCC(=O)OC(C)(C)C)CCCCCCCCCCCCCC